C(C)(=O)C=1C=C2C=C(N3C2=C(C1)OCCC3)C#CCNC3=CC=C(C=C3)S(=O)(=O)N 4-((3-(9-acetyl-3,4-dihydro-2H-[1,4]oxazepino[2,3,4-hi]indol-6-yl)prop-2-yn-1-yl)amino)benzenesulfonamide